perfluorobutyl-heptaneN FC(=C(C(C(C(C(C(F)(F)F)(F)F)(F)F)(F)F)(F)F)F)C(C(C(C(F)(F)F)(F)F)(F)F)(F)F